N-(3-carbamoyl-phenyl)-5-chloro-2-(4,4-difluoroazepan-1-yl)pyridine-3-carboxamide C(N)(=O)C=1C=C(C=CC1)NC(=O)C=1C(=NC=C(C1)Cl)N1CCC(CCC1)(F)F